N1C=NC2=C1C=CC=C2N2CC1CCC(C2)O1 3-(1H-benzo[d]imidazol-4-yl)-8-oxa-3-azabicyclo[3.2.1]octane